sodium 9,10-anthraquinone malonate C(CC(=O)[O-])(=O)[O-].C1=CC=CC=2C(C3=CC=CC=C3C(C12)=O)=O.[Na+].[Na+]